C(C)OC(=O)C=1NC2=C(C(=CC=C2C1CCCO)Cl)Br 7-bromo-6-chloro-3-(3-hydroxypropyl)-1H-indole-2-carboxylic acid ethyl ester